Copper-Aluminium [Al].[Cu]